[Na+].C(C=C)(=O)OC(C(C)O)S(=O)(=O)[O-] 1-acryloxy-2-hydroxypropanesulfonic acid sodium salt